phosphotriethyl-[1-(triethoxysilyl)tridecyl] chloride P(=O)(=O)CCC(CCCCCCCCCCCC([Si](OCC)(OCC)OCC)Cl)(CC)CC